(3S,5s,7s)-adamantan C12CC3CC(CC(C1)C3)C2